N1N=C(C=C1)N1C=NC(=C1)NC1=NC(=NN2C1=CC=C2)N2C(CCC2)C2=NC=CC=C2 N-(1-(1H-pyrazol-3-yl)-1H-imidazol-4-yl)-2-(2-(pyridin-2-yl)pyrrolidin-1-yl)pyrrolo[2,1-f][1,2,4]triazin-4-amine